(Z)-methyl 2-azido-3-(4-bromo-2-methoxyphenyl)acrylate N(=[N+]=[N-])\C(\C(=O)OC)=C/C1=C(C=C(C=C1)Br)OC